N-(7-chloro-6-((S)-1-methoxypropan-2-yl)isoquinolin-3-yl)-2-ethyl-3-(1-methyl-1H-pyrazol-4-yl)cyclopropane-1-carboxamide ClC1=C(C=C2C=C(N=CC2=C1)NC(=O)C1C(C1C=1C=NN(C1)C)CC)[C@@H](COC)C